ClC1=C(C(=[N+](C=C1)[O-])C)C1=CC=C(C=C1)NC(C(NC(=O)C=1C(=NOC1)CC)C1CC(CCC1)(F)F)=O 4-chloro-3-(4-(2-(3,3-difluorocyclohexyl)-2-(3-ethylisoxazole-4-carboxamido)acetamido)phenyl)-2-methylpyridine 1-oxide